FC1=NC=CC(=N1)C1=CC(=CC=C1)C=1C(=NC=CC1)OC fluoro-4-(3-(2-methoxypyridin-3-yl)phenyl)pyrimidine